N1=C2C(=NC=C1)[N-][N+]=1N2C=CC1 pyrazolo[1',2':1,2][1,2,3]triazolo[4,5-b]pyrazin-6-ium-5-ide